dibutyltin bis(octylmaleate) C(CCCCCCC)/C(/C(=O)[O-])=C/C(=O)[O-].C(CCCCCCC)/C(/C(=O)[O-])=C/C(=O)[O-].C(CCC)[Sn+4]CCCC